FC(OC1=CC=C(C=C1)NC(=O)NC=1C(=NC=CC1)OC1=C(C=CC=C1)C1(CC1)C(F)(F)F)(F)F 1-(4-(trifluoromethoxy)phenyl)-3-(2-(2-(1-(trifluoromethyl)cyclopropyl)phenoxy)pyridin-3-yl)urea